18,18-dibutoxy-3,5-octadecadiene C(CCC)OC(CCCCCCCCCCCC=CC=CCC)OCCCC